1-(7-chloroindolin-1-yl)-2-(2-(phenoxymethyl)thiazol-4-yl)ethan-1-one ClC=1C=CC=C2CCN(C12)C(CC=1N=C(SC1)COC1=CC=CC=C1)=O